C1=CC=CC=2SC3=CC=CC=C3SC12.C1(=CC=CC=C1)N1C(CCC1)=O 1-(phenyl)pyrrolidin-2-one thianthrene salt